3-fluoro-3-(fluoromethyl)azetidine FC1(CNC1)CF